(15R)-5-[2-ethynyl-5-(morpholinomethyl)-4-pyridyl]-15-methyl-11-thia-6,14,17-triazatetracyclo[8.8.0.0^2,7.0^12,18]octadeca-1(10),2(7),3,5,8,12(18)-hexaen-13-one C(#C)C1=NC=C(C(=C1)C=1C=CC=2C=3C=4NC[C@H](NC(C4SC3C=CC2N1)=O)C)CN1CCOCC1